BrC1=CC=CC=2C=3N(C=NC12)N=C(N3)C=3C=NNC3 7-bromo-2-(1H-pyrazol-4-yl)[1,2,4]triazolo[1,5-c]quinazolin